triethylammonium 2-((2,2-dimethyl-3-(trityloxy)propionyl)thio)ethylphosphonate CC(C(=O)SCCP([O-])([O-])=O)(COC(C1=CC=CC=C1)(C1=CC=CC=C1)C1=CC=CC=C1)C.C(C)[NH+](CC)CC.C(C)[NH+](CC)CC